ClC=1C=C(C=2N(N1)C(=CN2)F)[C@@H]2[C@H](C2)C2=CC=C1C3(C(N(C1=C2)CC(F)(F)F)=O)CC3 6'-((1S,2S)-2-(6-chloro-3-fluoroimidazo[1,2-b]pyridazin-8-yl)cyclopropyl)-1'-(2,2,2-trifluoroethyl)spiro[cyclopropane-1,3'-indolin]-2'-one